ClC1=CC=C2[C@@]3(C(NC2=C1)=O)C1(N([C@H]([C@@H]3C3=C(C(=CC=C3)Cl)F)C(=O)NC3CCC(CC3)CO)C)CCCCC1 (3'R,4'S,5'R)-6''-chloro-4'-(3-chloro-2-fluorophenyl)-N-((1r,4R)-4-(hydroxymethyl)cyclohexyl)-1'-methyl-2''-oxodispiro[cyclohexane-1,2'-pyrrolidine-3',3''-indoline]-5'-carboxamide